2-ethylhexyl tertiary amyl peroxycarbonate C(OCC(CCCC)CC)(=O)OOC(C)(C)CC